ClC=1C(=NC=CC1Cl)C=1CCN(CC1)CC=1C=C2CN(C(C2=CC1)=O)N1C(NC(CC1)=O)=O 1-(5-((3,4-dichloro-3',6'-dihydro-[2,4'-bipyridin]-1'(2'h)-yl)methyl)-1-oxoisoindolin-2-yl)dihydropyrimidine-2,4(1h,3h)-dione